N-(2-chloro-6-(2-methyl-2H-1,2,3-triazol-4-yl)pyridin-4-yl)methanesulfonamide ClC1=NC(=CC(=C1)NS(=O)(=O)C)C1=NN(N=C1)C